2-(3-bromophenyl)piperidine BrC=1C=C(C=CC1)C1NCCCC1